2-(6-amino-3-azabicyclo[3.1.0]hexan-3-yl)-N-((5-chloro-8-hydroxyquinolin-7-yl)(pyridin-3-yl)methyl)acetamide NC1C2CN(CC12)CC(=O)NC(C=1C=NC=CC1)C1=CC(=C2C=CC=NC2=C1O)Cl